1,3-propanediol monopelargonate C(CCCCCCCC)(=O)OCCCO